(1R,5S,6S)-3-(5-((3-fluorophenyl)ethynyl)-2,3-dihydro-1H-inden-1-yl)-3-azabicyclo[3.1.0]-hexane-6-carboxylic acid FC=1C=C(C=CC1)C#CC=1C=C2CCC(C2=CC1)N1C[C@H]2C([C@H]2C1)C(=O)O